(1R,3S,5R)-2-(2-(3-acetyl-7-methyl-5-(2-methylpyrimidin-5-yl)-1H-indol-1-yl)acetyl)-N-(6-bromo-5-methylpyridin-2-yl)-5-methyl-2-azabicyclo[3.1.0]hexane-3-carboxamide C(C)(=O)C1=CN(C2=C(C=C(C=C12)C=1C=NC(=NC1)C)C)CC(=O)N1[C@@H]2C[C@@]2(C[C@H]1C(=O)NC1=NC(=C(C=C1)C)Br)C